ClC=1C=C(C=CC1)C1=NOC(=C1)NC(CCC(=O)N1C=2N(CCC1)N=C(C2)C(=O)OC)=O methyl 4-(4-(3-(3-chlorophenyl)isoxazol-5-ylamino)-4-oxobutanoyl)-4,5,6,7-tetrahydropyrazolo[1,5-a]pyrimidine-2-carboxylate